C(#N)[C@]1(CC12CC2)C=2C=C1C=C(N=CC1=CC2)NC(=O)[C@@H]2[C@H](C2)C2=NC=CC=C2 (1S,2S)-N-(6-((S)-1-cyanospiro[2.2]pentan-1-yl)isoquinolin-3-yl)-2-(pyridin-2-yl)cyclopropane-1-carboxamide